OC[C@H](C1=NC=CC=C1)NC(OC(C)(C)C)=O (S)-tert-butyl (2-hydroxy-1-(pyridin-2-yl)ethyl)carbamate